FC1(C(CN(CC1)CC1=C2C(=NC=3C=C(C(=CC13)C)F)C1=CC3=C(C(N1C2)=O)COC([C@]3(O)CC)=O)CO)F (4S)-11-((4,4-difluoro-3-(hydroxymethyl)piperidin-1-yl)methyl)-4-ethyl-8-fluoro-4-hydroxy-9-methyl-1,12-dihydro-14H-pyrano[3',4':6,7]indolizino[1,2-b]quinoline-3,14(4H)-dione